(2-fluoro-4-phenoxyphenyl)-4-oxo-4,5-dihydro-3H-1-thia-3,5,8-triazaAcenaphthene-2-carboxylic acid FC1=C(C=CC(=C1)OC1=CC=CC=C1)C1(SC=2N=CC=C3NC(NC1C23)=O)C(=O)O